ClC1=CC2=C(N(C(C(N2C)=O)=O)C2CCN(CC2)C(=O)N(C2=CC=C(C=C2)OC(F)(F)F)CC2CCCCC2)N=C1 4-(7-Chloro-1-methyl-2,3-dioxo-2,3-dihydropyrido[2,3-b]pyrazin-4(1H)-yl)-N-(Cyclohexylmethyl)-N-(4-(trifluoromethoxy)phenyl)piperidine-1-carboxamide